5-(6-chloro-3-(1H-imidazol-1-yl)-5-methoxy-1-methyl-1H-pyrrolo[3,2-b]pyridin-2-yl)-N-methyl-1H-1,2,4-triazol-3-amine ClC=1C=C2C(=NC1OC)C(=C(N2C)C2=NC(=NN2)NC)N2C=NC=C2